Tert-butyl N-{1-[3-(3-hydroxyazetidin-1-yl)benzenesulfonyl]piperidin-4-yl}carbamate OC1CN(C1)C=1C=C(C=CC1)S(=O)(=O)N1CCC(CC1)NC(OC(C)(C)C)=O